N(=NCC(C)C=1NCCN1)CC(C)C=1NCCN1 azobis[2-(2-imidazolin-2-yl)propane]